OC(CCCCCCCCCC(=O)O)CCCCC 11-Hydroxy-hexadecanoic acid